C12(CCC(CC1)C2)SC21CCC(CC2)C1 bisnorbornyl sulfide